methyl 2-(4-bromophenyl)acrylate BrC1=CC=C(C=C1)C(C(=O)OC)=C